tert-butyl 6-((6-methoxypyridin-3-yl)methyl)-3,6-diazabicyclo[3.1.1]heptane-3-carboxylate COC1=CC=C(C=N1)CN1C2CN(CC1C2)C(=O)OC(C)(C)C